N1=CNC2=NC=CC(=C21)C=2C=NN(C2)C2=CC=C(C=N2)[C@](C(F)(F)F)(O)C2CN(CC2)CC (R)-1-(6-(4-(3H-imidazo[4,5-b]pyridin-7-yl)-1H-pyrazol-1-yl)pyridin-3-yl)-1-(1-ethylpyrrolidin-3-yl)-2,2,2-trifluoroethanol